(2R)-4-((6-((1H-pyrazol-3-yl)-amino)-3-fluoropyridin-2-yl)methyl)-2-ethyl-1-(2-fluoro-3-methylbenzyl)piperidine-4-carboxylic acid N1N=C(C=C1)NC1=CC=C(C(=N1)CC1(C[C@H](N(CC1)CC1=C(C(=CC=C1)C)F)CC)C(=O)O)F